COCCOP1(OCCO1)=O 2-methoxyethoxy-1,3,2-dioxaphospholan-2-one